5-{[(tert-butyl-dimethylsilyl)oxy]methyl}pyrrolidin-2-one [Si](C)(C)(C(C)(C)C)OCC1CCC(N1)=O